(S)-tert-butyl (5-amino-6-hydroxyhexyl)carbamate N[C@@H](CCCCNC(OC(C)(C)C)=O)CO